4-benzyloxy-5-bromo-2-[2-(3,4-difluoro-2-methyl-phenoxy)-4-methyl-5-(trifluoromethyl)-3-pyridinyl]-6-methoxy-quinoline C(C1=CC=CC=C1)OC1=CC(=NC2=CC=C(C(=C12)Br)OC)C=1C(=NC=C(C1C)C(F)(F)F)OC1=C(C(=C(C=C1)F)F)C